[Br-].C(C=C)(=O)OCC[N+](C(C)C)(C)C acryloyloxyethyl-dimethyl-isopropyl-ammonium bromide